CO[C@@]12[C@@H](CNCC1)CN(C2=O)C2=CC=C(C(=O)O)C=C2 4-((3aS,7aR)-7a-methoxy-1-oxooctahydro-2H-pyrrolo[3,4-c]pyridin-2-yl)benzoic acid